5-cyanopyridine-3-carboxylic acid C(#N)C=1C=C(C=NC1)C(=O)O